N-butyl-benzylamine C(CCC)NCC1=CC=CC=C1